CN(C1=CC=C(\C=C/2\C(=C(C3=CC(=C(C=C23)OC)OC)CC(=O)NCC=2OC=CC2)C)C=C1)C (Z)-2-(1-(4-(dimethylamino)benzylidene)-5,6-dimethoxy-2-methyl-1H-inden-3-yl)-N-(furan-2-ylmethyl)acetamide